3-(4-Bromo-2-methyl-phenyl)sulfanyl-4-methoxy-1-methyl-indole BrC1=CC(=C(C=C1)SC1=CN(C2=CC=CC(=C12)OC)C)C